2-(2,6-dioxo-piperidin-3-yl)-5-fluoro-isoindole-1,3-dione O=C1NC(CCC1N1C(C2=CC=C(C=C2C1=O)F)=O)=O